N1C=CC2=CC(=CC=C12)C1N(CC2=CC=CC=C12)C(=O)N (1H-indol-5-yl)isoindoline-2-carboxamide